cyclononadecyne C1#CCCCCCCCCCCCCCCCCC1